2-(2-methylpropyl)-1,3-oxazole-5-carboxylic acid ethyl ester C(C)OC(=O)C1=CN=C(O1)CC(C)C